(1-(2-fluoro-4-iodophenyl)piperidin-4-yl)methanol FC1=C(C=CC(=C1)I)N1CCC(CC1)CO